Br.O1C2=C(NCC1)C=NC=C2 3,4-dihydro-2H-pyrido[4,3-b][1,4]oxazine hydrobromide